ClC=1C=C2C(=NN1)N(N=C2O)C([2H])([2H])[2H] 5-chloro-1-(trideuteriomethyl)pyrazolo[3,4-c]pyridazin-3-ol